Tetrathioether S1SSSO1